tert-butyl (2-((2-oxo-2-(4-((phenoxycarbonyl)amino)phenyl)ethyl)sulfonyl)ethyl)carbamate O=C(CS(=O)(=O)CCNC(OC(C)(C)C)=O)C1=CC=C(C=C1)NC(=O)OC1=CC=CC=C1